C1NCCC2=CC=C(C=C12)C#N 1,2,3,4-tetrahydroisoquinoline-7-nitrile